FC1(CC(C1)[C@H](O)C1=CC=C2C=CC(=NC2=C1)C1=CC=2C(N=C1)=NN(C2)C)F (S)-(3,3-difluorocyclobutyl)(2-(2-methyl-2H-pyrazolo[3,4-b]pyridin-5-yl)-7-quinolinyl)methanol